C(C)(C)(C)OC(NC1=CC=CC=2OC(OC21)(C)C2=C(C=C(C=C2)Cl)F)=O (2-(4-chloro-2-fluorophenyl)-2-methylbenzo[d][1,3]dioxol-4-yl)carbamic acid tert-butyl ester